5-(4-(1H-indazol-3-yl)piperidin-1-yl)-2-morpholinooxazolo[4,5-b]pyridine N1N=C(C2=CC=CC=C12)C1CCN(CC1)C1=CC=C2C(=N1)N=C(O2)N2CCOCC2